CC1=NOC(=C1C1=NC=C(C=N1)C1=CC=CC=2N1N=CC2C(=O)N2CCCCC2)C [7-[2-(3,5-dimethylisoxazol-4-yl)pyrimidin-5-yl]pyrazolo[1,5-a]pyridin-3-yl]-(1-piperidyl)methanone